1-(3-chloro-4-iodopyridin-2-yl)-1H-pyrazole-4-carboxylic acid ClC=1C(=NC=CC1I)N1N=CC(=C1)C(=O)O